methyl (2S)-2-[[(2S)-2-[[(2S)-2-amino-3-(1-naphthyl)propanoyl]amino]-3-cyclopropyl-propanoyl]amino]-3-[(3S)-2-oxopyrrolidin-3-yl]propanoate N[C@H](C(=O)N[C@H](C(=O)N[C@H](C(=O)OC)C[C@H]1C(NCC1)=O)CC1CC1)CC1=CC=CC2=CC=CC=C12